CC1(CN(CCN1C(=O)C1=CNC(C=C1)=O)[C@H](C(=O)NC=1SC(=CN1)OC1=CC=C(C=C1)F)C)C (2S)-2-[3,3-dimethyl-4-(6-oxo-1H-pyridine-3-carbonyl)piperazin-1-yl]-N-[5-(4-fluorophenoxy)-1,3-thiazol-2-yl]propanamide